CN(C)CC1CCCO1 N,N-dimethyltetrahydrofurfuryl-amine